(rac)-((1s,3s)-3-Hydroxy-3-methylcyclobutyl)(6-(2-methoxy-3-methylphenyl)-2-azaspiro[3.4]octan-2-yl)methanone OC1(CC(C1)C(=O)N1CC2(C1)C[C@@H](CC2)C2=C(C(=CC=C2)C)OC)C |r|